C(C[C@@H](C(=O)N[C@@H](CC(=O)N)C(=O)NCC(=O)N[C@@H](CO)C(=O)O)N)CN=C(N)N The molecule is a tetrapeptide composed of L-arginine, L-asparagine, glycine, and L-serine joined in sequence by peptide linkages. It has a role as a metabolite. It derives from a L-arginine, a L-asparagine, a glycine and a L-serine.